(1S,3S,4R)-p-menth-8-en-3-ol [C@H]1(C[C@@H]([C@H](CC1)C(=C)C)O)C